O[C@]12[C@@H](C[C@H]3[C@@H]4CC[C@H]([C@@H](CCCC(C)C)C)[C@]4(CC[C@@H]3[C@]2(CC[C@@H](C1)CC(=O)N)C)C)NCCC=1N=CNC1 5α-hydroxy-6β-[2-(1H-imidazol-4-yl)ethylamino]cholestane-3β-acetamide